Bis(2,6-dimethoxy-benzoyl)-2,4,4-trimethylpentylphosphin oxid COC1=C(C(=O)P(CC(CC(C)(C)C)C)(C(C2=C(C=CC=C2OC)OC)=O)=O)C(=CC=C1)OC